C(C)(C)(C)OC(=O)NC[C@@H](C)N1N=C2C(CN([C@@H](C2)C)C(C2=CC(=C(C=C2)Cl)Cl)=O)=C1C(=O)OCC ethyl (R)-2-((R)-1-((tert-butoxycarbonyl)amino)propan-2-yl)-5-(3,4-dichlorobenzoyl)-6-methyl-4,5,6,7-tetrahydro-2H-pyrazolo[4,3-c]pyridine-3-carboxylate